5-chloro-N2-(4-(4-(4-methylpiperazin-1-yl)piperidin-1-yl)benzofuran-7-yl)-N4-(1-(methylsulfonyl)indolin-7-yl)pyrimidine-2,4-diamine ClC=1C(=NC(=NC1)NC1=CC=C(C=2C=COC21)N2CCC(CC2)N2CCN(CC2)C)NC=2C=CC=C1CCN(C21)S(=O)(=O)C